FC=1C=CC(=NC1)N1CCN(C2=CC=CC=C12)CC1CCNCC1 4-(5-fluoropyridin-2-yl)-N-(1-piperidin-4-ylmethyl)-3,4-dihydroquinoxaline